O1C=C(C2=C1C=CC=C2)C[C@H](NS(=O)(=O)CC2=CC=C1COC3(C1=C2)COCC3)B(O)O (R)-2-(benzofuran-3-yl)-1-((4,5-dihydro-2H,3'H-spiro[furan-3,1'-isobenzofuran]-6'-yl)methanesulfonamido)ethylboronic acid